COC(C1=C(C=C(C(=C1)OCCCNC(CC1=CC=C(C=C1)OC)=O)OC)[N+](=O)[O-])=O 4-methoxy-5-(3-(2-(4-methoxyphenyl)acetamido)propoxy)-2-nitrobenzoic acid methyl ester